(R)-7-(8-ethynyl-7-fluoro-3-(trifluoromethyl)naphthalen-1-yl)-8-fluoro-N-methyl-2-(4-methylpiperazin-1-yl)-N-(piperidin-2-ylmethyl)pyrido[4,3-d]pyrimidin-4-amine C(#C)C=1C(=CC=C2C=C(C=C(C12)C1=C(C=2N=C(N=C(C2C=N1)N(C[C@@H]1NCCCC1)C)N1CCN(CC1)C)F)C(F)(F)F)F